[Si](C)(C)(C(C)(C)C)O[C@@H]1C[C@H](N(C1)C(=O)OC(C)(C)C)C=1NC(=C(N1)Br)Br tert-butyl (2S,4R)-4-[tert-butyl(dimethyl)silyl]oxy-2-(4,5-dibromo-1H-imidazol-2-yl)pyrrolidine-1-carboxylate